N[C@H]1CN(C[C@@H](C1)F)C(=O)C1=CC2=C(N(C(=N2)C2=CC=3C(=NC(=CC3)C3=C(C=C(C(=O)N)C=C3)C(F)(F)F)N2CC2CC2)C)C(=C1)OC 4-(2-{5-[(3R,5R)-3-amino-5-fluoropiperidine-1-carbonyl]-7-methoxy-1-methyl-1H-1,3-benzodiazol-2-yl}-1-(cyclopropylmethyl)-1H-pyrrolo[2,3-b]pyridin-6-yl)-3-(trifluoromethyl)benzamide